C(C)(C)N1C(C2=C(C=C1)N=CN2)=O 5-isopropyl-4-oxo-3H-imidazo[4,5-c]pyridin